C(C)N(CC(=O)N1C[C@@H](N(CC1)C1=CC=C2C(=N1)C(=C(N2)C=2C(=C(C=1N(C2)N=CN1)C)C)C(C)C)C)CC 2-(Diethylamino)-1-[(3S)-4-(2-{7,8-dimethyl-[1,2,4]triazolo[1,5-a]pyridin-6-yl}-3-(propan-2-yl)-1H-pyrrolo[3,2-b]pyridin-5-yl)-3-methylpiperazin-1-yl]ethan-1-on